4,7-difluoro-2-(pyrrolidin-1-yl)-8H-dibenzo[3,4:6,7]cyclohepta[1,2-b]thiophen-8-one FC1=CC=C(C2=C1C1=C(SC(=C1)N1CCCC1)C1=C(C2=O)C=CC=C1)F